CN(S(=O)(=O)C1=CC=C(C=C1)CNC)C N,N-dimethyl-4-((methylamino)methyl)benzenesulfonamide